NC1=NC=CC=C1C1=NC=2C(=NC(=CC2)C2=CC=CC=C2)N1C1=CC=C(CN2CC(CCCC2)NC(C2=CC(=C(C=C2)O)C=O)=O)C=C1 N-(1-(4-(2-(2-Aminopyridin-3-yl)-5-phenyl-3H-imidazo[4,5-b]pyridin-3-yl)benzyl)azepan-3-yl)-3-formyl-4-hydroxybenzamide